CC=1N(C2=CC=C(C=C2C1C)C(NC(C)(C)C1=CC=CC=C1)=O)CC1=CC=C(C=C1)C=1C(=CC=CC1)C(=O)OC(C)(C)C tert-Butyl 4'-((2,3-dimethyl-5-((2-phenylpropan-2-yl)carbamoyl)-1H-indol-1-yl)methyl)-[1,1'-biphenyl]-2-carboxylate